C(C)OC(=O)[C@@H]1[C@H](CC[C@@H](C1)F)NC(=O)OC(C)(C)C (1S,2S,5S)-2-((tert-Butoxycarbonyl)amino)-5-fluorocyclohexane-1-carboxylic acid ethyl ester